S(=O)(=O)(O)O.BrC=CC1=CC=CC=C1 bromostyrene sulfate